tert-butyl 6-(dimethylamino)-1,4-oxazepane-4-carboxylate CN(C1CN(CCOC1)C(=O)OC(C)(C)C)C